CN(CCC1=CC(=NN1C)C1=CC=2N=C(N=C(C2O1)N1CCOCC1)N1N=C(C=C1)C=1C=C(C=CC1)C)C N,N-dimethyl-2-(1-methyl-3-(4-morpholino-2-(3-(m-tolyl)-1H-pyrazol-1-yl)furo[3,2-d]pyrimidin-6-yl)-1H-pyrazol-5-yl)ethan-1-amine